(trans)-2-((2-((3-(((tert-butyldimethylsilyl)oxy)methyl)-5-chloro-4-(5,5-dimethyl-1,3,2-dioxaborinan-2-yl)phenyl)amino)-5-fluoropyrimidin-4-yl)amino)cyclohexane-1-carbonitrile [Si](C)(C)(C(C)(C)C)OCC=1C=C(C=C(C1B1OCC(CO1)(C)C)Cl)NC1=NC=C(C(=N1)N[C@H]1[C@@H](CCCC1)C#N)F